2,2-bis(4-hydroxylphenyl)propane OC1=CC=C(C=C1)C(C)(C)C1=CC=C(C=C1)O